ClC1=CC(=CC(=N1)NC(=O)[C@H]1[C@H]2C[C@@H]([C@@H]([C@@H]1C=1C(=NN(C1)C)C(F)(F)F)O2)O)C(F)(F)F |r| rac-(1r,2r,3s,4r,5s)-N-(6-chloro-4-(trifluoromethyl)pyridin-2-yl)-5-hydroxy-3-(1-methyl-3-(trifluoromethyl)-1H-pyrazol-4-yl)-7-oxabicyclo[2.2.1]heptane-2-carboxamide